2-(2,6-dioxopiperidin-3-yl)-N-(1-isopropyl-1H-pyrrolo[2,3-b]pyridin-5-yl)-1-oxoisoindoline-5-carboxamide O=C1NC(CCC1N1C(C2=CC=C(C=C2C1)C(=O)NC=1C=C2C(=NC1)N(C=C2)C(C)C)=O)=O